NC1=C2N=CN(C2=NC=N1)C[C@@H](C)OCP(OCCSCCCCCCCCCCCCCCC#CS(F)(F)(F)(F)F)(O)=O 2-((16-(pentafluoro-λ6-sulfanyl)hexadec-15-yn-1-yl)thio)ethyl hydrogen ((((R)-1-(6-amino-9H-purin-9-yl)propan-2-yl)oxy)methyl)phosphonate